BrC1=C(C=O)C(=CC=C1)OC(F)F 2-bromo-6-(difluoromethoxy)benzaldehyde